4-(4-methylthiazol-5-yl)pyrrolidine-2-carboxamide CC=1N=CSC1C1CC(NC1)C(=O)N